NC1=C2N(C(N(C2=NC=N1)C1CC(CCC1)O)=O)C1=CC=C(CNC(C2=C(C=CC(=C2)F)OC)=O)C=C1 N-(4-(6-amino-9-(3-hydroxycyclohexyl)-8-oxo-8,9-dihydro-7H-purin-7-yl)benzyl)-5-fluoro-2-methoxybenzamide